[Ba].[Mg].[Pb] lead magnesium barium